[Hf].C(C)C1C(C1C1=NN(C=C1)C)C(=O)N 2-ethyl-3-(1-methylpyrazol-3-yl)cyclopropanecarboxamide hafnium